C1=CC=CC=2C1=C1C3=CC=C4C(=C3NC1=CC2)C=CC=C4 dibenzo[a,g]carbazole